6-{7-[(3S,4S)-3-fluoro-2,2,6,6-tetramethylpiperidin-4-yl]-6,7-dihydro-5H-pyrrolo[2,3-c]pyridazin-3-yl}-7-hydroxy-4-methoxy-2H-1-benzopyran-2-one F[C@@H]1C(NC(C[C@@H]1N1CCC2=C1N=NC(=C2)C=2C(=CC1=C(C(=CC(O1)=O)OC)C2)O)(C)C)(C)C